FC(CCN1C[C@H](N(CC1)CC1=C2C=CN(C2=C(C=C1OC)C)C(=O)OC(C)(C)C)C1=CC=C(C=C1)C(=O)OC)F tert-Butyl (R)-4-((4-(3,3-difluoropropyl)-2-(4-(methoxycarbonyl)phenyl)piperazin-1-yl)methyl)-5-methoxy-7-methyl-1H-indole-1-carboxylate